7-methoxy-2-methyl-6-(4,4,5,5-tetramethyl-1,3,2-dioxaborolan-2-yl)quinazoline COC1=C(C=C2C=NC(=NC2=C1)C)B1OC(C(O1)(C)C)(C)C